BrC=1C=C(C=CC1)S(=O)(=O)N1C=CC2=CC(=CC=C12)OC 1-((3-Bromophenyl)sulfonyl)-5-methoxy-1H-indole